rac-4-(1-((cis)-2-((2-(2,6-dioxopiperidin-3-yl)-1-oxoisoindolin-5-yl)oxy)cyclohexyl)azetidin-3-yl)-2-fluorobenzonitrile O=C1NC(CC[C@H]1N1C(C2=CC=C(C=C2C1)O[C@@H]1[C@@H](CCCC1)N1CC(C1)C1=CC(=C(C#N)C=C1)F)=O)=O |&1:6|